CN(C1=NC=CC=C1C=1C=C(C=2N(C1)C=CN2)C)C N,N-dimethyl-3-(8-methylimidazo[1,2-a]pyridin-6-yl)pyridin-2-amine